(S)-6-chloro-N-(2,4-difluoro-3-(2-((1-methylpiperidin-4-yl)amino)quinazolin-6-yl)phenyl)-1-hydroxy-2,3-dihydro-1H-indene-4-sulfonamide ClC=1C=C(C=2CC[C@@H](C2C1)O)S(=O)(=O)NC1=C(C(=C(C=C1)F)C=1C=C2C=NC(=NC2=CC1)NC1CCN(CC1)C)F